(fluorobiphenylyl)(naphthobenzofuranyl)anthracene methyl-4-[4-methyl-1-(2-trimethylsilylethoxymethyl)imidazol-2-yl]sulfanylbenzoate COC(C1=CC=C(C=C1)SC=1N(C=C(N1)C)COCC[Si](C)(C)C)=O.FC=1C(=C(C=CC1)C1=CC=CC=C1)C1=C(C2=CC3=CC=CC=C3C=C2C=C1)C1=COC=2C1=CC=C1C2C=CC2=CC=CC=C21